Cl.O=S1(CCNCC1)=O 1,1-diketothiomorpholine HCl